N-[(1S)-5-[2-(2-aminopyridin-3-yl)-5-(4-formylpyrazol-1-yl)imidazo[4,5-b]pyridin-3-yl]-2,3-dihydro-1H-inden-1-yl]-3-formyl-4-hydroxybenzamide NC1=NC=CC=C1C1=NC=2C(=NC(=CC2)N2N=CC(=C2)C=O)N1C=1C=C2CC[C@@H](C2=CC1)NC(C1=CC(=C(C=C1)O)C=O)=O